ClC1=C(C=CC(=C1)N1N=NC(=C1)[C@H](O)C1=C(C=CC=2N1C=NC2)C2CC2)O 2-chloro-4-{4-[(R)-(6-cyclopropyl-imidazo[1,5-a]pyridin-5-yl)-hydroxy-methyl]-[1,2,3]triazol-1-yl}-phenol